N1=CC=C(C=C1)C=1N=C(C2=C(N1)C=NC=C2)N2CCC1(CCN(C1)C(CO)C)CC2 2-(8-(2-(pyridin-4-yl)pyrido[3,4-d]pyrimidin-4-yl)-2,8-diazaspiro[4.5]decan-2-yl)propan-1-ol